2-(3-{3-[(3-fluorocyclopentyl)amino]pyrrolidin-1-yl}-1,2,4-triazin-6-yl)-5-(1H-pyrazol-4-yl)phenol dihydrochloride Cl.Cl.FC1CC(CC1)NC1CN(CC1)C=1N=NC(=CN1)C1=C(C=C(C=C1)C=1C=NNC1)O